C(C)OC(=O)C1=NN(C=C1)C1CC(C1)O 1-(3-Hydroxycyclobutyl)-1H-pyrazole-3-carboxylic acid ethyl ester